[3-(2,3-Epoxypropoxy)propyl]triethoxy-silane C(C1CO1)OCCC[Si](OCC)(OCC)OCC